(1-(2-chloro-7-isopropoxyquinazolin-4-yl)pyrrolidin-2-yl)methanol ClC1=NC2=CC(=CC=C2C(=N1)N1C(CCC1)CO)OC(C)C